N,N,N-trimethyl-N-(2-methoxyethyl)ammonium C[N+](CCOC)(C)C